COC(=O)C1=NC(=C(N=C1N)N1N=CC=N1)C=1C=CC=2N(C1)C(=CN2)C 3-amino-6-[3-methylimidazo[1,2-a]pyridin-6-yl]-5-(2H-1,2,3-triazol-2-yl)pyrazine-2-carboxylic acid methyl ester